(1R,2R,3S,4R,5S)-N-(3,4-dichlorophenyl)-5-hydroxy-3-(6-methylpyridin-3-yl)-7-oxabicyclo[2.2.1]Heptane-2-carboxamide ClC=1C=C(C=CC1Cl)NC(=O)[C@H]1[C@H]2C[C@@H]([C@@H]([C@@H]1C=1C=NC(=CC1)C)O2)O